5-isopropyl-8-((2r,3s)-2-methyl-3-((methylsulfonyl)methyl)azetidin-1-yl)-N-(2-(1-methyl-3-(trifluoromethyl)-1H-pyrazol-4-yl)pyrimidin-4-yl)isoquinolin-3-amine C(C)(C)C1=C2C=C(N=CC2=C(C=C1)N1[C@@H]([C@H](C1)CS(=O)(=O)C)C)NC1=NC(=NC=C1)C=1C(=NN(C1)C)C(F)(F)F